6-Bromo-N-(3-methoxy-5-(4-methyl-1H-1,2,3-triazol-1-yl)phenyl)quinolin-4-amine BrC=1C=C2C(=CC=NC2=CC1)NC1=CC(=CC(=C1)N1N=NC(=C1)C)OC